1,7-dimethyl-8-(3-(pyrrolidin-1-yl)prop-1-yn-1-yl)-1,6-naphthyridin-2(1H)-one CN1C(C=CC2=CN=C(C(=C12)C#CCN1CCCC1)C)=O